[U].[Pb] Lead-uranium